BrC1=CC(=C(C(=O)OC)C=C1F)NC1=C(C=C(C=C1)F)C=O methyl 4-bromo-5-fluoro-2-((4-fluoro-2-formylphenyl)amino)benzoate